tert-Butyl (2R,4R)-4-{[tert-butyl(dimethyl)silyl]oxy}-2-methylpyrrolidine-1-carboxylate [Si](C)(C)(C(C)(C)C)O[C@@H]1C[C@H](N(C1)C(=O)OC(C)(C)C)C